OC(C=1N=CC2=C(N1)CN(C2)C(=O)OC(C)(C)C)C2=CC=CC=C2 tert-Butyl 2-[hydroxy(phenyl)methyl]-5H,6H,7H-pyrrolo[3,4-d]pyrimidine-6-carboxylate